5-(2-amino-3-phenylpropoxy)-2-methylbenzo[d]oxazole-4-carboxylate hydrochloride Cl.NC(COC1=CC=C2C(N=C(O2)C)=C1C(=O)O)CC1=CC=CC=C1